NCC1CC(NCC1)=O 4-(aminomethyl)piperidin-2-one